N-[[3-chloro-5-(trifluoromethyl)pyridin-2-yl]methyl]-1-[3-(difluoromethyl)phenyl]-5-oxopyrrolidine-3-carboxamid ClC=1C(=NC=C(C1)C(F)(F)F)CNC(=O)C1CN(C(C1)=O)C1=CC(=CC=C1)C(F)F